O[C@@H](CNC(=O)C1=CC=NC=C1)CN1CC2=CC=C(C(=C2CC1)C)OCC1=CN=CO1 N-[(2S)-2-hydroxy-3-(5-methyl-6-(oxazol-5-ylmethoxy)-3,4-dihydro-1H-isoquinolin-2-yl)propyl]pyridine-4-carboxamide